amino-2-azabicyclo[2.1.1]Hexane-2-carboxylic acid tert-butyl ester C(C)(C)(C)OC(=O)N1C2(CC(C1)C2)N